n-butyl-tin diacetate C(C)(=O)[O-].C(C)(=O)[O-].C(CCC)[Sn+2]